C(C)(=O)C1=NN(C2=CC=C(C=C12)C=1C=NC(=NC1)C)CC(=O)N1[C@@H]2C[C@@H]2C[C@H]1C(=O)NC/C(=C(/C)\C1=C(C=CC=C1)Cl)/F (1R,3S,5R)-2-(2-(3-acetyl-5-(2-methylpyrimidin-5-yl)-1H-indazol-1-yl)acetyl)-N-((E)-3-(2-chlorophenyl)-2-fluorobut-2-en-1-yl)-2-azabicyclo[3.1.0]hexane-3-carboxamide